4-bromo-9-chloro-7-ethylsulfanyl-5-fluoro-2-methyl-pyrazolo[4,3-f]quinazoline BrC=1C=2C(C=3C(=NC(=NC3C1F)SCC)Cl)=CN(N2)C